ClC1=C(C=CC=C1)C1=NC=2N(C(N(C(C2N1C1=CC=C(C=C1)Cl)=O)CC(=O)N)=O)CC1=CC=C(C=C1)S(=O)(C)=N 2-[8-(2-chlorophenyl)-7-(4-chlorophenyl)-3-([4-[imino(methyl)oxo-lambda6-sulfanyl]phenyl]methyl)-2,6-dioxopurin-1-yl]acetamide